5-(((trans-3-(3-cyclopropyl-4-methoxy-1H-pyrazolo[3,4-b]pyridin-1-yl)cyclobutyl)methyl)amino)-2-(2,6-dioxopiperidin-3-yl)isoindoline-1,3-dione C1(CC1)C1=NN(C2=NC=CC(=C21)OC)[C@@H]2C[C@H](C2)CNC=2C=C1C(N(C(C1=CC2)=O)C2C(NC(CC2)=O)=O)=O